C(C)OC(=O)C1CCN(CC1)C1=NC(=CN=C1Cl)CCCOC (3-chloro-6-(3-methoxypropyl)pyrazin-2-yl)piperidine-4-carboxylic acid ethyl ester